CN1C(C=CC=C1)=O 1-methylpyridin-2-one